N-(5-(6-(1H-pyrrolo[2,3-b]pyridin-4-yl)pyrazin-2-yl)thiophen-3-yl)-2-cyclobutylacetamide N1C=CC=2C1=NC=CC2C2=CN=CC(=N2)C2=CC(=CS2)NC(CC2CCC2)=O